tert-butyl 3-(5-(N-ethyl-N-(2,2,2-trifluoro-1-(4-fluorophenyl)ethyl)sulfamoyl)thiophen-2-yl)azetidine-1-carboxylate C(C)N(S(=O)(=O)C1=CC=C(S1)C1CN(C1)C(=O)OC(C)(C)C)C(C(F)(F)F)C1=CC=C(C=C1)F